COC1(CC1)N1N=CC(=C1B(O)O)C (1-(1-methoxycyclopropyl)-4-methyl-1H-pyrazol-5-yl)boronic acid